C(C)C(COC1=CC=C(C=C1)CCCCOOOCCCCC1=CC=C(C=C1)OCC(CCCC)CC)CCCC 4-(2-ethylhexyloxy)phenyl-butoxyether